C(C1=CC=CC=C1)(C1=CC=CC=C1)(C1=CC=CC=C1)N1C(OC2=C3CCNCC3=CC=C21)=O Trityl-6,7,8,9-tetrahydrooxazolo[5,4-f]isoquinolin-2(3H)-one